4-[4-[2-(dimethylamino)-1-hydroxyethyl]phenyl]-3-(2-methyl-6-morpholin-4-ylpyrimidin-4-yl)oxybenzonitrile CN(CC(O)C1=CC=C(C=C1)C1=C(C=C(C#N)C=C1)OC1=NC(=NC(=C1)N1CCOCC1)C)C